N-(4-AMINOPHENYL)AZETIDINE-1-CARBOXAMIDE NC1=CC=C(C=C1)NC(=O)N1CCC1